BrC1=C2C(=NN(C2=CC=C1)C)C bromo-1,3-dimethyl-1H-indazole